S1C(=CC=C1)C1=NC=CC=C1[Ir](C=1C(=NC=CC1)C=1SC=CC1)C=1C(=NC=CC1)C=1SC=CC1 tris-{2-(2-thiophenyl)pyridyl}iridium